COC1=CC=C(CN(C2=NC(=C(C(=C2)C)C(F)(F)F)[Sn](CCCC)(CCCC)CCCC)CC2=CC=C(C=C2)OC)C=C1 N,N-Bis(4-methoxybenzyl)-4-methyl-6-(tributylstannyl)-5-(trifluoromethyl)pyridin-2-amine